(E)-3-(3-cyano-5-fluoro-1H-indazol-6-yl)-N-(3-fluoro-2-methyl-6-(4-methylpiperazin-1-yl)phenyl)acrylamide C(#N)C1=NNC2=CC(=C(C=C12)F)/C=C/C(=O)NC1=C(C(=CC=C1N1CCN(CC1)C)F)C